sodium bissalicylate borate B([O-])(O)O.C(C=1C(O)=CC=CC1)(=O)O.C(C=1C(O)=CC=CC1)(=O)O.[Na+]